O[C@@]1([C@H](CCC1)N1C(C(=CC2=C1N=C(N=C2)NC2(CCN(CC2)S(=O)(=O)C([2H])([2H])[2H])[2H])C([2H])(F)F)=O)C (+)-8-((1S,2S)-2-hydroxy-2-methylcyclopentyl)-6-(difluoromethyl-d)-2-((1-((methyl-d3)sulfonyl)piperidin-4-yl-4-d)-amino)pyrido[2,3-d]pyrimidin-7(8H)-one